L-2-nitro-5-thiocyanobenzoic acid [N+](=O)([O-])C1=C(C(=O)O)C=C(C=C1)SC#N